2-cyclopropyl-5-((trimethylsilyl)ethynyl)benzo[d]Oxazole C1(CC1)C=1OC2=C(N1)C=C(C=C2)C#C[Si](C)(C)C